(R)-4-(3H-[1,2,3]triazolo[4,5-b]pyridin-3-yl)-2-ethyl-N-(piperidin-3-yl)-N-(quinolin-2-yl)benzamide N1=NN(C2=NC=CC=C21)C2=CC(=C(C(=O)N(C1=NC3=CC=CC=C3C=C1)[C@H]1CNCCC1)C=C2)CC